[C@H]12CN(C[C@H](CC1)N2)C2=C1CN(C(C1=CC=C2)=O)C2C(NC(CC2)=O)=O 3-(4-((1R,5S)-3,8-diazabicyclo[3.2.1]octan-3-yl)-1-oxoisoindolin-2-yl)piperidine-2,6-dione